5-[6-(3-isopropoxyazetidin-1-yl)-3-pyridinyl]-N-methyl-7-(trifluoromethyl)thieno[3,2-b]pyridine-3-carboxamide C(C)(C)OC1CN(C1)C1=CC=C(C=N1)C1=CC(=C2C(=N1)C(=CS2)C(=O)NC)C(F)(F)F